CC1=C(C=CC(=C1)C)SP(SC1=C(C=C(C=C1)C)C)SC1=C(C=C(C=C1)C)C tris[(2,4-dimethylphenyl)thio]phosphine